(S)-N,N-BIS(4-METHOXYBENZYL)-2-(TETRAHYDROFURAN-2-YL)ETHANESULFONAMIDE COC1=CC=C(CN(S(=O)(=O)CC[C@H]2OCCC2)CC2=CC=C(C=C2)OC)C=C1